4-(aminomethyl)-6-(5-methyl-1H-pyrazol-3-yl)phthalazin-1(2H)-one NCC1=NNC(C2=CC=C(C=C12)C1=NNC(=C1)C)=O